ClC=1C(=CC(=NC1)OC)C1=CC(=NN1)C(=O)N1C2(CC2)C[C@H](CC1)C(=O)NC1CCC(CC1)(C(F)(F)F)O (S)-4-(5-(5-chloro-2-methoxypyridin-4-yl)-1H-pyrazole-3-carbonyl)-N-((1R,4S)-4-hydroxy-4-(trifluoromethyl)cyclohexyl)-4-azaspiro[2.5]octane-7-carboxamide